2-chloro-N,8-dimethyl-5,8-dihydro-6H-pyrano[3,4-b]pyridin-5-amine ClC1=CC=C2C(=N1)C(OCC2NC)C